3-Bromo-2-[[(3R,5R)-5-[4-(5-hydroxypentoxy)phenyl]-1-methyl-3-piperidyl]amino]pyrido[1,2-a]pyrimidin-4-one BrC1=C(N=C2N(C1=O)C=CC=C2)N[C@H]2CN(C[C@H](C2)C2=CC=C(C=C2)OCCCCCO)C